FC(C=1C=C(C=CC1)C=CC(C)=O)(F)F 1-[3-(trifluoromethyl)phenyl]but-1-en-3-one